C(C)(C)(C)OC(=O)N1CC2(C1)CC(C2)=CC2=C1CN(C(C1=C(C=C2)Cl)=O)C tert-butyl-6-[(7-chloro-2-methyl-1-oxo-isoindolin-4-yl)methylene]-2-azaspiro[3.3]heptane-2-carboxylate